FC1=C2CN(C(C2=CC=C1C1=CC(=C2C(=N1)C(=NN2)NC(C)C)CN2CCC(CC2)OC)=O)C2C(NC(CC2)=O)=O 3-(4-fluoro-5-(3-(isopropylamino)-7-((4-methoxypiperidin-1-yl)methyl)-1H-pyrazolo[4,3-b]pyridin-5-yl)-1-oxoisoindolin-2-yl)piperidine-2,6-dione